(R)-3-hydroxy-3-(3-(5-(hydroxymethyl)-2-(1H-pyrrolo[2,3-b]pyridin-3-yl)thiazol-4-yl)phenyl)-1-methylpyrrolidin-2-one O[C@@]1(C(N(CC1)C)=O)C1=CC(=CC=C1)C=1N=C(SC1CO)C1=CNC2=NC=CC=C21